C(CCCCC)S(=O)(=O)OF.[K] potassium perfluoro hexyl-sulfonate